N-(1,3-benzodioxol-5-yl)-2-(4-chlorobenzyl)-8-methyl-4,5-dihydro-2H-furo[2,3-g]indazole-7-carboxamide O1COC2=C1C=CC(=C2)NC(=O)C2=C(C1=C(CCC3=CN(N=C13)CC1=CC=C(C=C1)Cl)O2)C